2-(3,5-dichloro-1,2-benzoOxazol-4-yl)acetic acid tert-butyl ester C(C)(C)(C)OC(CC1=C(C=CC2=C1C(=NO2)Cl)Cl)=O